OC1=CC=C(C=C1)C(C)(C)C1=CC(=C(C=C1)O)OC 2-(4-Hydroxyphenyl)-2-(3-methoxy-4-hydroxyphenyl)propane